5-(cyclopropyl(5-(4,4-difluoropiperidine-1-carbonyl)pyridin-2-yl)amino)picolinic acid C1(CC1)N(C=1C=CC(=NC1)C(=O)O)C1=NC=C(C=C1)C(=O)N1CCC(CC1)(F)F